(1R,3R,4R,7S)-1-[[bis(4-methoxyphenyl)-phenylmethoxy]methyl]-7-hydroxy-N,N-dimethyl-3-(5-methyl-2,4-dioxo-pyrimidin-1-yl)-2-oxa-5-azabicyclo[2.2.1]heptane-5-carboxamide COC1=CC=C(C=C1)C(OC[C@]12O[C@H]([C@H](N(C1)C(=O)N(C)C)[C@@H]2O)N2C(NC(C(=C2)C)=O)=O)(C2=CC=CC=C2)C2=CC=C(C=C2)OC